NC1=NC2=C(C=3N1N=C(N3)C3=NC=CC=C3)C(=CN2CCN2CCN(CC2)C=2C(=CC3=C(C(=NO3)C)C2)F)C 5-amino-7-(2-(4-(6-fluoro-3-methylbenzo[d]isoxazol-5-yl)piperazin-1-yl)ethyl)-9-methyl-2-(pyridin-2-yl)-7H-pyrrolo[3,2-e][1,2,4]triazolo[1,5-c]pyrimidine